(S)-1'-(6-amino-5-((2-amino-5-chloropyridin-4-yl)thio)pyrazin-2-yl)-5,7-dihydrospiro[cyclopenta[b]pyridine-6,4'-piperidin]-5-amine NC1=C(N=CC(=N1)N1CCC2(CC1)[C@@H](C=1C(=NC=CC1)C2)N)SC2=CC(=NC=C2Cl)N